(R)-6-methyl-3-(4-(methylcarbamoyl)phenyl)-4-oxo-2-thioxo-2,3,4,5,6,8-hexahydropyrido[3,4-d]Pyrimidine-7(1H)-carboxylic acid tert-butyl ester C(C)(C)(C)OC(=O)N1CC=2NC(N(C(C2C[C@H]1C)=O)C1=CC=C(C=C1)C(NC)=O)=S